FC(C(=O)O)(F)F.C(N)(OC(C1=CC=C(C=C1)N)=O)=O p-aminobenzoyl carbamate trifluoroacetate salt